N-(3-(2-ethoxypropionylamino)-2,4-difluorophenyl)benzamide C(C)OC(C(=O)NC=1C(=C(C=CC1F)NC(C1=CC=CC=C1)=O)F)C